(R)-4-fluoro-1-(2-hydroxypropyl)-1H-pyrazole-3-sulfonamide FC=1C(=NN(C1)C[C@@H](C)O)S(=O)(=O)N